diphenyltriazinyl-[(dimethylfluorenyl)dibenzofuranyl]benzene C1(=CC=CC=C1)C1=C(C(=C(C=C1)C1=C(C=CC=2OC3=C(C21)C=CC=C3)C3=C(C(=CC=2C1=CC=CC=C1CC32)C)C)C3=NN=NC=C3)C3=CC=CC=C3